NC1=C2C(=NC=N1)N(N=C2C2=CC=C(C=C2)OC2=CC=CC=C2)C2CCN(CC2)CC2=CC=C(C=C2)N2C(NC(CC2)=O)=O 1-(4-((4-(4-amino-3-(4-phenoxyphenyl)-1H-pyrazolo[3,4-d]pyrimidin-1-yl)piperidin-1-yl)methyl)phenyl)dihydropyrimidine-2,4(1H,3H)-dione